((R)-5-((R)-3-methylmorpholino)-1,2,3,4-tetrahydroisoquinolin-3-yl)methanol C[C@@H]1COCCN1C1=C2C[C@@H](NCC2=CC=C1)CO